S-(4-methoxyphenyl)thio-diphenyl-phosphorus oxide COC1=CC=C(C=C1)SP(C1=CC=CC=C1)(C1=CC=CC=C1)=O